C[N+](C)(C)CCOP(=O)([O-])OC1=CC=C(C=C1)[N+](=O)[O-] p-Nitrophenylphosphorylcholine